CN1CC[C@]23C=4C=C(C=CC4C[C@H]1[C@H]2CCCC3)O (1S,9S,10S)-17-methyl-17-azatetracyclo[7.5.3.01,10.02,7]heptadeca-2(7),3,5-trien-4-ol